2,4-diamino-6-methyl-s-triazine NC1=NC(=NC(=N1)N)C